(7R)-2-{2-[1-(cyclopropylmethyl)-6-{2-oxa-6-azaspiro[3.3]heptan-6-yl}-1H-indol-2-yl]-7-methoxy-1-methyl-1H-1,3-benzodiazole-5-carbonyl}-2-azabicyclo[2.2.1]heptan-7-amine C1(CC1)CN1C(=CC2=CC=C(C=C12)N1CC2(COC2)C1)C1=NC2=C(N1C)C(=CC(=C2)C(=O)N2C1CCC(C2)[C@H]1N)OC